BrC1=NC=CC(=C1)CN1CC(C1)O 1-((2-bromopyridin-4-yl)methyl)azetidin-3-ol